C(C1=CC=CC=C1)OC(=O)N1C(C(C1)CN[C@H]1[C@@H](C1)C1=CC=CC=C1)F fluoro-3-(((trans-2-phenylcyclopropyl)amino)methyl)azetidine-1-carboxylic acid benzyl ester